methyl (S,E)-(1-((1-((1-(2,4-difluorobenzyl)-5-fluoro-1H-benzo[d]imidazol-2-yl)methyl)-6-oxo-1,6-dihydropyrimidin-5-yl)amino)-7-(dimethylamino)-1,7-dioxohept-5-en-2-yl)carbamate FC1=C(CN2C(=NC3=C2C=CC(=C3)F)CN3C=NC=C(C3=O)NC([C@H](CC\C=C\C(=O)N(C)C)NC(OC)=O)=O)C=CC(=C1)F